N6,N6-dimethylamino-L-lysine CNN(CCCC[C@H](N)C(=O)O)NC